methyl 4-bromo-2-cyclopropylindazole-7-carboxylate BrC=1C2=CN(N=C2C(=CC1)C(=O)OC)C1CC1